2-(N-(3-chloro-4-(cyclopropylmethoxy)phenyl)-3-(triisopropylsilyl)propiolamido)-3,3-dimethyl-N-(2-oxoethyl)butanamide ClC=1C=C(C=CC1OCC1CC1)N(C(C#C[Si](C(C)C)(C(C)C)C(C)C)=O)C(C(=O)NCC=O)C(C)(C)C